CN1N=C(C(=C1C)CCOC1=C(C=CC(=C1)F)C=1C=CC=2N(C1)C(=NN2)CNC)C(=O)N2CCOCC2 ([6-(2-{2-[1,5-dimethyl-3-(morpholine-4-carbonyl)-1H-pyrazol-4-yl]ethoxy}-4-fluorophenyl)-[1,2,4]triazolo[4,3-a]pyridin-3-yl]methyl)(methyl)amine